2-(Benzyloxy)-4-bromophenol C(C1=CC=CC=C1)OC1=C(C=CC(=C1)Br)O